3,4-dihydroxy-5-isopropoxy-[1,1'-biphenyl]-2-formaldehyde OC1=C(C(=CC(=C1O)OC(C)C)C1=CC=CC=C1)C=O